malic acid dihydrazide C(C(O)CC(=O)NN)(=O)NN